ClC=1C2=C(N=CN1)C1=C(N2CC#N)C=NC(=C1)C=O 2-(4-chloro-8-formyl-5H-pyrido[4',3':4,5]pyrrolo[3,2-d]pyrimidin-5-yl)acetonitrile